BrCCOC1=C(C=C(C=C1)Cl)C=1C2=C(C(N(C1)C)=O)C(=C(S2)C)C(=O)OC methyl 7-[2-(2-bromanylethoxy)-5-chloranyl-phenyl]-2,5-di(methyl)-4-oxidanylidene-thieno[3,2-c]pyridine-3-carboxylate